CC(C)(COP(=O)(O)O)[C@H](C(=O)NCCC(=O)O)O 4'-phosphopantothenic acid